C(C)N(C(C1=C(C=CC=C1)C)=S)CC N,N-diethylmethylthiobenzamide